(R)-2-(phenylseleno)-1-(pyridin-4-yl)ethan-1-ol C1(=CC=CC=C1)[Se]C[C@H](O)C1=CC=NC=C1